5-fluoro-N-methyl-1H-pyrrolo[2,3-b]Pyridine-2-carboxamide FC=1C=C2C(=NC1)NC(=C2)C(=O)NC